[Br-].CC=1N(C=C[N+]1CC=C)CCC 2-methyl-3-(2-propen-1-yl)-1-propyl-1H-imidazolium bromide